C1(=C(C(=CC(=C1)C)C)N1C(N(CC1)C1=C(C=C(C=C1C)C)C)=C1C(CCCC1)P(C1CCCCC1)C1CCCCC1)C (1,3-dimesitylimidazolidine-2-ylidene)(tricyclohexylphosphine)